FC(OC1=CC=C(CN2C3N(C(CC2)=O)C(C(N(C3)CC(CC)C)=O)CC(=O)OC)C=C1)F methyl 2-(1-(4-(difluoromethoxy)benzyl)-8-(2-methylbutyl)-4,7-dioxooctahydro-2H-pyrazino[1,2-a]pyrimidin-6-yl)acetate